C(C1=CC=CC=C1)N1[C@H](C[C@@H](C1)O[Si](C)(C)C(C)(C)C)CO ((2R,4S)-1-benzyl-4-((tert-butyldimethylsilyl)oxy)pyrrolidin-2-yl)methanol